COC1=C(C=CC(=C1)S(=O)(=O)N1CCOCC1)NCC#CC=1N(C=2C=CC=C(C2C1)NC1CCOCC1)CC(F)(F)F 2-(3-{[2-methoxy-4-(morpholine-4-sulfonyl)phenyl]amino}prop-1-yn-1-yl)-N-(oxan-4-yl)-1-(2,2,2-trifluoroethyl)-1H-indol-4-amine